(3-bromo-4-nitrophenoxy)tetrahydro-2H-pyran tert-Butyl-{(1R,3R,4S)-3-({[tert-butyl(dimethyl)silyl]oxy}methyl)-4-[(triisopropylsilyl)oxy]cyclopentyl}carbamate C(C)(C)(C)N(C(O)=O)[C@@H]1C[C@@H]([C@H](C1)O[Si](C(C)C)(C(C)C)C(C)C)CO[Si](C)(C)C(C)(C)C.BrC=1C=C(OC2OCCCC2)C=CC1[N+](=O)[O-]